2-fluoro-N-((2R)-3-methyl-1-(9-methyl-8-oxo-7-(pyridin-2-yl)-3,9-diazaspiro[5.5]undecan-3-yl)-1-oxobutan-2-yl)-5-(trifluoromethyl)benzamide FC1=C(C(=O)N[C@@H](C(=O)N2CCC3(CC2)C(C(N(CC3)C)=O)C3=NC=CC=C3)C(C)C)C=C(C=C1)C(F)(F)F